5-(((3R,4R)-1-(2-cyclopropylacetyl)-3,4-dihydroxypiperidin-4-yl)methoxy)-8-fluoro-3,4-dihydroquinolin-2(1H)-one C1(CC1)CC(=O)N1C[C@H]([C@](CC1)(O)COC1=C2CCC(NC2=C(C=C1)F)=O)O